3-fluoro-3-((4-(trifluoromethyl)phenyl)ethynyl)pyrrolidine-1-carboxylic acid tert-butyl ester C(C)(C)(C)OC(=O)N1CC(CC1)(C#CC1=CC=C(C=C1)C(F)(F)F)F